C(CCC)C1(CS(C2=C(N(C1)C1=CC=CC=C1)C=C(C(=C2)O\C=C/C(=O)OCC)OC)(=O)=O)CC ethyl (Z)-3-((3-butyl-3-ethyl-7-methoxy-1,1-dioxido-5-phenyl-2,3,4,5-tetrahydro-1,5-benzothiazepin-8-yl)oxy)acrylate